4-(benzyloxy)-6-fluoro-1-(4-fluoro-3-methylphenyl)-2-isopropyl-1H-indole C(C1=CC=CC=C1)OC1=C2C=C(N(C2=CC(=C1)F)C1=CC(=C(C=C1)F)C)C(C)C